2-bromo-5-(9-(naphthalene-2-yl)-9H-carbazol-2-yl)-1,3,4-thiadiazole BrC=1SC(=NN1)C1=CC=2N(C3=CC=CC=C3C2C=C1)C1=CC2=CC=CC=C2C=C1